ClC1=C(C=CC=C1Cl)C1(CN(C1)C(C(=C)F)=O)NC1=CC=C2C(C(NC2=C1)=O)(C)C 6-((3-(2,3-Dichlorophenyl)-1-(2-fluoroacryloyl)azetidin-3-yl)amino)-3,3-dimethylindolin-2-one